COC1=CC=C2C=CC(=CC2=C1)C1=CC2=CC=CC=C2C=C1 7-methoxy-2,2'-binaphthyl